tert-butyl ((5-(2-chloro-3-fluoropyridin-4-yl)-2-methyl-2H-1,2,3-triazol-4-yl)methyl-d2)(methyl)carbamate ClC1=NC=CC(=C1F)C=1C(=NN(N1)C)C([2H])([2H])N(C(OC(C)(C)C)=O)C